NC=1N=C(SC1C(=O)C1=CC(=NO1)C1=NC=CC=C1)N(C1=CC=C(C=C1)F)C(C(=O)N)C (N-[4-amino-5-[3-(2-pyridyl)isoxazole-5-carbonyl]thiazol-2-yl]-4-fluoro-anilino)propanamide